7-FLUORO-2-METHYLQUINOLINE-8-BORONIC ACID FC1=CC=C2C=CC(=NC2=C1B(O)O)C